2-[(6-chloro-4-phenylquinolin-2-yl)(methyl)amino]propanoic acid ClC=1C=C2C(=CC(=NC2=CC1)N(C(C(=O)O)C)C)C1=CC=CC=C1